CC1=CC=C(C=N1)C#CC1=CC=C(OC2=C(N=NN2)C(=O)O)C=C1 5-(4-(2-(6-Methylpyridin-3-yl)ethynyl)phenoxy)-1H-1,2,3-triazole-4-carboxylic acid